5-(4-methoxycarbonylphenyl)-10,15,2-triphenylporphine COC(=O)C1=CC=C(C=C1)C=1C2=CC(=C(N2)C=C2C=CC(C(=C3C=CC(=C(C=4C=CC1N4)C4=CC=CC=C4)N3)C3=CC=CC=C3)=N2)C2=CC=CC=C2